Ribosyl Phosphate P(=O)(OC1[C@H](O)[C@H](O)[C@H](O1)CO)([O-])[O-]